FC(C1=CC(=NN1CC1CC2(CN(C2)C(=O)N2CC3(C2)NC(COC3)=O)C1)C)F 2-[6-[[5-(difluoromethyl)-3-methyl-pyrazol-1-yl]methyl]-2-azaspiro[3.3]heptane-2-carbonyl]-8-oxa-2,5-diazaspiro[3.5]nonan-6-one